Cl.C[C@H]1CNCCC1 (R)-3-methylpiperidine-HCl